C(C)(C)OC(CCC1=C(C=CC=C1)O)=O 3-(2-hydroxyphenyl)propionic acid isopropyl ester